N1N=NC=2C=NC=CC21 [1,2,3]triazolo[4,5-c]pyridine